C(CCCCCCC\C=C/CCCCCCCC)(=O)OCC(CCCCCCCCC\C=C/CCCCCCCC(=O)[O-])CCCCCCCCC\C=C/CCCCCCCC(=O)[O-] 2-((oleoyloxy)methyl)propane-1,3-diyldioleate